ClC=1NC(=C([C@@H](N1)C1=C(C(=CC=C1)F)C)C(=O)OCC)C ethyl (4S)-2-chloro-4-(3-fluoro-2-methyl-phenyl)-6-methyl-1,4-dihydropyrimidine-5-carboxylate